cyano-2-naphthylcinnamic acid C(#N)C(=C(C(=O)O)C1=CC2=CC=CC=C2C=C1)C1=CC=CC=C1